C(C)(=O)N(C(C(=O)NCC(=O)OCC)C(C)C)CC1=CC=CC=C1 ethyl [2-(acetylbenzylamino)-3-methylbutyrylamino]acetate